C(#N)C=1SC2=C(C1)CCC(C2)N(C(OC(C)(C)C)=O)C tert-butyl N-(2-cyano-4,5,6,7-tetrahydrobenzothiophen-6-yl)-N-methylcarbamate